(But-2-yn-1-yl)-4-(4-methylpiperazin-1-yl)-1H-benzo[d]imidazole-1-carboxamide C(C#CC)C1=NC2=C(N1C(=O)N)C=CC=C2N2CCN(CC2)C